C(C1=CC=CC=C1)(=O)O[C@@H]1[C@H](O[C@H](C1(F)F)N1C(N=C(C=C1)NC(C1=CC=CC=C1)=O)=O)COC(C1=CC=CC=C1)=O (2R,3R,5R)-5-(4-benzamido-2-oxopyrimidin-1(2H)-yl)-2-((benzoyloxy)methyl)-4,4-difluorotetrahydrofuran-3-yl benzoate